C(C)(=O)N(C1=C(C=C(C=C1)C1=CC=C(C=N1)C(=O)NCC=1C=NC=CC1)Cl)CC1COC1 6-[4-[Acetyl-(oxetan-3-ylmethyl)amino]-3-chloro-phenyl]-N-(3-pyridylmethyl)pyridine-3-carboxamide